N-hydroxyethyl-N-hydroxyisopropyl-N'-hydroxyisopropyl-hexamethylenediamine OCCN(C(CCCCCN(O)C(C)C)C(C)C)O